(1S,4R)-4-amino-2-methylcyclopent-2-enecarboxylic acid methyl ester hydrochloride Cl.COC(=O)[C@@H]1C(=C[C@@H](C1)N)C